NC(CCCCB(O)O)(C(=O)O)C1CCN(CC1)CC1=C(C(=O)O)C=CC=C1 (4-(1-amino-5-borono-1-carboxypentyl)piperidin-1-yl)methyl-benzoic acid